C(C)N1C[C@H]([C@H](CC1)NC=1C=2C=C(N(C2C=CC1)CC(F)(F)F)C#CCNC1=C(C=C(C=C1)S(=O)(=O)C)OC)F N-[(3R,4S)-1-ethyl-3-fluoropiperidin-4-yl]-2-{3-[(4-methanesulfonyl-2-methoxyphenyl)amino]prop-1-yn-1-yl}-1-(2,2,2-trifluoroethyl)-1H-indol-4-amine